3-(4-(1,2,4,5-tetrazin-3-yl)phenyl)-2-aminopropionic acid N1=NC(=NN=C1)C1=CC=C(C=C1)CC(C(=O)O)N